ClC=1N=CC(=NC1)C(C)=O 1-(5-Chloropyrazin-2-yl)ethan-1-one